tert-butyl (4-((4-chloro-6-methylpyrimidin-2-yl)oxy)but-2-yn-1-yl)carbamate ClC1=NC(=NC(=C1)C)OCC#CCNC(OC(C)(C)C)=O